2-(4-chlorophenyl)-2-(((4-fluorophenyl)seleno)methyl)-2,3-dihydrobenzofuran ClC1=CC=C(C=C1)C1(OC2=C(C1)C=CC=C2)C[Se]C2=CC=C(C=C2)F